(±)-cis-cyclopentane-1,3-diol [C@H]1(C[C@@H](CC1)O)O |r|